tert-butyl (4-((S)-2-((S)-2-amino-3-methylbutanamido)propanamido)benzyl)carbamate N[C@H](C(=O)N[C@H](C(=O)NC1=CC=C(CNC(OC(C)(C)C)=O)C=C1)C)C(C)C